ClC=1C=C(C=CC1)NC1C2=C(C=3N(CC1)N=NC3C)C=CC(=C2)C=2CN(CC2)C(=O)OC(C)(C)C tert-butyl 3-(7-((3-chlorophenyl)amino)-1-methyl-6,7-dihydro-5H-benzo[c][1,2,3]triazolo[1,5-a]azepin-9-yl)-2,5-dihydro-1H-pyrrol-1-carboxylate